ClC=1C=C(C(=NC1)OC)S(=O)(=O)NC1=C(C(=CC(=C1)F)C1=CC=C2C(=NNC2=C1F)C=1NC=CN1)F 5-chloro-N-(2,5-difluoro-3-(7-fluoro-3-(1H-imidazol-2-yl)-1H-indazol-6-yl)phenyl)-2-methoxypyridine-3-sulfonamide